2,3-Diisopropylidene-5-Norbornene C(C)(C)=C1C2C=CC(C1=C(C)C)C2